C(=C)C(=O)COC1=CC=CC=C1 phenoxy-methyl vinyl ketone